monoethyl-δ-valerolactone C(C)C1C(=O)OCCC1